5-hydroxy-N-(isoxazol-4-yl)-1-methyl-6-oxo-2-(1-phenylcyclopropyl)-1,6-dihydropyrimidine-4-carboxamide OC1=C(N=C(N(C1=O)C)C1(CC1)C1=CC=CC=C1)C(=O)NC=1C=NOC1